Cl.CC=1N=C2N(N=C(C=C2C)C2=CC3=C(N=C(S3)N(C3C[C@@H](NCC3)C)C)C(=C2)F)C1 6-(2,8-dimethylimidazo[1,2-b]pyridazin-6-yl)-4-fluoro-N-methyl-N-[(2S)-2-methylpiperidin-4-yl]-1,3-benzothiazol-2-amine hydrochloride